FC1=CC=C(C=C1)C1=NN(C=C1C=1C2=C(N=CN1)OC(=C2)I)C2CS(C2)(=O)=O 3-[3-(4-fluorophenyl)-4-{6-iodofuro[2,3-d]pyrimidin-4-yl}pyrazol-1-yl]-1λ6-thietane-1,1-dione